4,4'-(2-amino-4-ethyl-6-((prop-2-yn-1-yloxy)methyl)pyridine-3,5-diyl)diphenol NC1=NC(=C(C(=C1C1=CC=C(C=C1)O)CC)C1=CC=C(C=C1)O)COCC#C